(R)-2-(2-Aminopyridin-4-yl)-N-(2-(2-fluoro-3-hydroxy-3-methylbutyl)-1-oxo-6-(pyridin-3-yl)isoindolin-5-yl)oxazole-4-carboxamide NC1=NC=CC(=C1)C=1OC=C(N1)C(=O)NC=1C=C2CN(C(C2=CC1C=1C=NC=CC1)=O)C[C@H](C(C)(C)O)F